(S)-8-(ethylamino)-N-(1-(6-(4-fluoro-1H-pyrazol-1-yl)pyridin-3-yl)ethyl)-1,4-dioxaspiro[4.5]decane-8-carboxamide C(C)NC1(CCC2(OCCO2)CC1)C(=O)N[C@@H](C)C=1C=NC(=CC1)N1N=CC(=C1)F